C(C1=CC=CC=C1)N1CC2=C(N=C(N=C2NC=2N=CN(C2)C2=CC(=C(C(=C2)OC)OC)OC)N2[C@@H](CCC2)C(=O)N)CC1 (S)-1-(6-benzyl-4-(1-(3,4,5-trimethoxyphenyl)-1H-imidazol-4-ylamino)-5,6,7,8-tetrahydropyrido[4,3-d]pyrimidin-2-yl)pyrrolidine-2-carboxamide